N-(5-(6-(2-bromo-4-(trifluoromethyl)phenyl)-1-oxo-3,4-dihydroisoquinolin-2(1H)-yl)-2-hydroxyphenyl)ethanesulfonamide BrC1=C(C=CC(=C1)C(F)(F)F)C=1C=C2CCN(C(C2=CC1)=O)C=1C=CC(=C(C1)NS(=O)(=O)CC)O